FC(OC1=CC=C(C=C1)N1C=C(N=C2C(NC(N=C12)(N)NCC(F)(F)F)=O)C=1C=CC2=C(N(C(=N2)CCN2CC(CC2)OC)C)C1)F 8-(4-(Difluoromethoxy)phenyl)-6-(2-(2-(3-methoxypyrrolidin-1-yl)ethyl)-1-methyl-1H-Benzo[d]imidazol-6-yl)-2-((2,2,2-trifluoroethyl)amino)pterin